(S)-2-((7-bromo-5-fluoro-2,3-dihydrobenzofuran-4-yl)methyl)-1-(oxetane-2-ylmethyl)-1H-benzo[d]imidazole-6-carboxylic acid methyl ester COC(=O)C=1C=CC2=C(N(C(=N2)CC2=C(C=C(C3=C2CCO3)Br)F)C[C@H]3OCC3)C1